ClC=1C=C2C3=C(NC2=C(C1)C=1C=NC(=NC1)NC)C(=NC=C3)C [5-(6-Chloro-1-methyl-9H-pyrido[3,4-b]indol-8-yl)-pyrimidin-2-yl]-methyl-amine